racemic-tert-butyl (5R,9S)-2-methyl-3-(((trifluoromethyl)sulfonyl)oxy)-4,5,6,7,8,9-hexahydro-2H-5,9-epiminocycloocta[c]pyrazole-10-carboxylate CN1N=C2C(=C1OS(=O)(=O)C(F)(F)F)C[C@H]1CCC[C@@H]2N1C(=O)OC(C)(C)C |r|